OC1=CC=C(C=C1)C1(CC(CCC1)C1=CC=CC=C1)C1=CC=C(C=C1)O 1,1-Bis(4-hydroxyphenyl)-3-phenylcyclohexane